3-amino-5-hydroxypiperidine-1-carboxylate NC1CN(CC(C1)O)C(=O)[O-]